N1N=CC=2CC3(C(=CC12)CCCC3)C(=O)[O-] 1,4,5,6,7,8-hexahydro-4aH-benzo[f]indazole-4a-carboxylate